C(C)(C)(C)C1=CC=C(C=C1)N(C(=O)[C@@H]1N(C[C@@H](C1)O)C#N)C(C(=O)NC1CCCCC1)C=1N=NNC1 (2R,4R)-N-(4-tert-butylphenyl)-1-cyano-N-[2-(cyclohexylamino)-2-oxo-1-(1H-triazol-4-yl)ethyl]-4-hydroxy-pyrrolidine-2-carboxamide